(S)-4-((1-(1-Acrylpyrrolidin-3-yl)-4-amino-7-chloro-1H-pyrazolo[4,3-c]pyridin-3-yl)ethynyl)-N-isobutyl-2-methoxybenzamide C(=O)(C=C)N1C[C@H](CC1)N1N=C(C=2C(=NC=C(C21)Cl)N)C#CC2=CC(=C(C(=O)NCC(C)C)C=C2)OC